[S].C(=O)C1=CC=C(C=C1)C1=CC=C(C=C1)C1=CC(=CC(=C1)C1=CC=C(C=C1)C1=CC=C(C=C1)C=O)C1=CC=C(C=C1)C1=CC=C(C=C1)C=O 1,3,5-tris(4'-formyl-[1,1'-biphenyl]-4-yl)benzene sulfur